(3ar,4r,5ar,6r,8ar)-4-(4-amino-7H-pyrrolo[2,3-d]pyrimidin-7-yl)-2,2-dimethylhexahydrocyclopenta[2,3]furo[3,4-d][1,3]dioxol-6-yl triflate O(S(=O)(=O)C(F)(F)F)[C@@H]1CC[C@]23OC(O[C@H]2[C@@H](O[C@@H]31)N3C=CC1=C3N=CN=C1N)(C)C